{2-[6-chloro-4-(3-methoxy-3-oxopropyl)pyridin-3-yl]-4,5,5-trimethyl-1,3,2-dioxaborolan-4-yl}methylium ClC1=CC(=C(C=N1)B1OC(C(O1)(C)[CH2+])(C)C)CCC(=O)OC